1,N4-bis(2-(2-(2-(2-(3-(6,8-dichloro-2-methyl-1,2,3,4-tetrahydroisoquinolin-4-yl)phenylsulfonamido)ethoxy)ethoxy)ethoxy)ethyl)terephthalamide ClC=1C=C2C(CN(CC2=C(C1)Cl)C)C=1C=C(C=CC1)S(=O)(=O)NCCOCCOCCOCCC1(C(=O)N)CC=C(C(=O)NCCOCCOCCOCCNS(=O)(=O)C2=CC(=CC=C2)C2CN(CC3=C(C=C(C=C23)Cl)Cl)C)C=C1